OC1(CCN(CC12CCCC2)C(=O)OC(C)(C)C)CN2C(COCC2)=O tert-Butyl 10-hydroxy-10-((3-oxomorpholino)methyl)-7-azaspiro[4.5]decane-7-carboxylate